P(=O)(OC[N+]1=C(C(=CC=C1)C1=CC(=NO1)CC1=CC=C(C=C1)OCC1=NC=CC=C1)N)(O)[O-] (2-amino-3-(3-(4-(pyridin-2-ylmethoxy)benzyl)isoxazol-5-yl)pyridin-1-ium-1-yl)methyl hydrogen phosphate